C[Si](OCC)(C)C methyldimethylethoxysilane